(N-(4-(4-oxo-3-phenyl-3,4-dihydro-phthalazin-1-yl)benzyl)sulfamoyl)carbamic acid tert-butyl ester C(C)(C)(C)OC(NS(NCC1=CC=C(C=C1)C1=NN(C(C2=CC=CC=C12)=O)C1=CC=CC=C1)(=O)=O)=O